N1=CC=CC2=CC=CC(=C12)C1(CC1)N 1-(quinolin-8-yl)cyclopropanamine